CS(=O)(=O)CCC(=O)N1CC2=CC=CC(=C2CC1)C1=CC=C(C=C1)C(F)(F)F 3-(methylsulfonyl)-1-(5-(4-(trifluoromethyl)phenyl)-3,4-dihydroisoquinolin-2(1H)-yl)propan-1-one